C(CCCCCCCC(C)C)(=O)O iso-undecanoic acid